CS(=O)(=O)OCC1(CC1)C(=O)OCC ethyl 1-(((methylsulfonyl)oxy)methyl)cyclopropane-1-carboxylate